((2R,3R,4R,5R)-3-acetoxy-5-(2-amino-6-(methylamino)-9H-purin-9-yl)-4-fluoro-4-methyltetrahydrofuran-2-yl)methyl 2-cyclohexylacetate C1(CCCCC1)CC(=O)OC[C@H]1O[C@H]([C@]([C@@H]1OC(C)=O)(C)F)N1C2=NC(=NC(=C2N=C1)NC)N